ClC1=C(C=C(C=O)C=C1)C(C)O 4-chloro-3-(1-hydroxyethyl)benzaldehyde